ethyl (R)-1-(4-bromo-3-(trifluoromethyl) benzoyl)-5-hydroxy-2-methyl-1,2,3,6-tetrahydropyridine-4-carboxylate BrC1=C(C=C(C(=O)N2[C@@H](CC(=C(C2)O)C(=O)OCC)C)C=C1)C(F)(F)F